FC(SC1=CC=C(C=CC2=C(N=NN2)C(=O)O)C=C1)(F)F 5-(4-((trifluoromethyl)thio)styryl)-1H-1,2,3-triazole-4-carboxylic acid